(5-((3S,4S)-4-amino-3-methyl-2-oxa-8-azaspiro[4.5]decan-8-yl)-9-(4-chloro-2-methyl-2H-indazol-5-yl)-7H-imidazo[1,2-c]pyrrolo[3,2-e]pyrimidin-7-yl)methanol N[C@@H]1[C@@H](OCC12CCN(CC2)C2=NC1=C(C=3N2C=CN3)C(=CN1CO)C1=C(C3=CN(N=C3C=C1)C)Cl)C